C1(CCC1)COCCOC1=CC=C(OCC(CNC(C)C)O)C=C1 (4-(2-(cyclobutylmethoxy)ethoxy)phenoxy)-3-(isopropylamino)propan-2-ol